BrC=1SC2=C(N1)CN(C2)C(=O)[O-] 2-Bromo-4H-pyrrolo[3,4-d]thiazole-5(6H)-carboxylate